BrC1=CC=C(N(C2=CC=CC=C2)CCCCN2[C@@H](CCC2)C)C=C1 4-bromo-N-{4-[(2R)-2-methylpyrrolidin-1-yl]butyl}-N-phenylaniline